O=C1NCC2=CC=C(C=C12)C(=O)O 3-oxoisoindoline-5-carboxylic acid